COC(=C(OC)OC)[SiH3] trimethoxyvinyl-silane